3-(4-((2-cyclopropylethyl)((1s,4s)-4-(pyrrolidin-1-yl)cyclohexyl)amino)-1-oxoisoindolin-2-yl)piperidine-2,6-dione C1(CC1)CCN(C1=C2CN(C(C2=CC=C1)=O)C1C(NC(CC1)=O)=O)C1CCC(CC1)N1CCCC1